ClC=1C(=C(C=CC1)NC1=NC=NC2=CC(=C(C=C12)[N+](=O)[O-])C#CC12CCC(CC1)N2C(=O)OC(C)(C)C)F tert-butyl 1-((4-((3-chloro-2-fluorophenyl)amino)-6-nitroquinazolin-7-yl) ethynyl)-7-azabicyclo[2.2.1]heptane-7-carboxylate